3-(Benzo[d][1,3]dioxol-5-yloxy)-2-hydroxypropyl 5-((R)-1,2-dithiolan-3-yl)pentanoate S1S[C@@H](CC1)CCCCC(=O)OCC(COC1=CC2=C(OCO2)C=C1)O